ClC=1C(=CC2=C(N=C(O2)C)C1)NC1=CC(N(C(N1CC1=C(C=C(C(=C1)F)F)F)=O)CC1=NN(C=N1)C)=O 6-((5-chloro-2-methylbenzo[d]oxazol-6-yl)amino)-3-((1-methyl-1H-1,2,4-triazol-3-yl)methyl)-1-(2,4,5-trifluorobenzyl)pyrimidine-2,4(1H,3H)-dione